(oxetan-3-yl)methylmethyldisilane O1CC(C1)C[SiH]([SiH3])C